(5RS)-5-(2-chloro-4-methylbenzyl)-3-[5-(3-chlorophenoxy)pyridazin-4-yl]-5,6-dihydro-4H-1,2,4-oxadiazine ClC1=C(C[C@H]2NC(=NOC2)C2=CN=NC=C2OC2=CC(=CC=C2)Cl)C=CC(=C1)C |r|